5-norbornene-2-carboxylic acid methyl ester COC(=O)C1C2C=CC(C1)C2